2-chloro-8-Methoxy-4-trifluoromethylquinoline ClC1=NC2=C(C=CC=C2C(=C1)C(F)(F)F)OC